N1N=C(C2=CC=CC=C12)CN(C(=O)C1=CC2=C(S1)C(=CC=C2OC)C2=CN(C(C=C2)=O)C)CCC2OC2 N-((1H-indazol-3-yl)methyl)-4-methoxy-7-(1-methyl-6-oxo-1,6-dihydropyridin-3-yl)-N-(2-(oxiran-2-yl)ethyl)benzo[b]thiophene-2-carboxamide